2-[2-(aminomethyl)-3,3-difluoro-allyl]-4-[[5-([1,2,4]triazolo[1,5-a]pyridin-7-yl)-2-thienyl]methyl]-1,2,4-triazol-3-one NCC(CN1N=CN(C1=O)CC=1SC(=CC1)C1=CC=2N(C=C1)N=CN2)=C(F)F